COC1=CC=C(CC2=NN(C(=N2)C2NCCOC2)C2=CC=CC=C2)C=C1 3-(4-methoxybenzyl-1-phenyl-1H-1,2,4-triazol-5-yl)morpholine